S(C)(=O)(=O)[O-].C(CC)[NH+]1C=C(C=C1)CCC 1,3-dipropylpyrrolium mesylate